C[C@@](CC1=CC=CC=C1)(CC(C)C)NC(=O)C=1C=NC2=C(C=CC=C2C1)F N-[(2S)-2,4-dimethyl-1-phenylpentan-2-yl]-8-fluoroquinoline-3-carboxamide